(R)-6-(1-(3-(1H-pyrazol-1-yl)propanoyl)piperidin-3-yl)-4-(2-chloro-5-fluoro-4-(piperazin-1-yl)phenyl)-7-fluoro-N,N-dimethyl-1H-indole-2-carboxamide N1(N=CC=C1)CCC(=O)N1C[C@H](CCC1)C1=CC(=C2C=C(NC2=C1F)C(=O)N(C)C)C1=C(C=C(C(=C1)F)N1CCNCC1)Cl